C1(=CC=CC=C1)C1=C(C(=C2C(=N1)CC=1C=CC=CC12)C1=CC=CC=C1)C1=CC=CC=C1 2,3,4-triphenyl-9H-indeno[2,1-b]pyridine